5-((4-(1-(1-(2-(2,6-dioxopiperidin-3-yl)-1,3-dioxoisoindoline-5-yl)pyrrolidin-3-carbonyl)piperidin-4-yl)phenyl)amino)-3-(piperidin-1-yl)-1,2,4-triazine-6-carboxamide O=C1NC(CCC1N1C(C2=CC=C(C=C2C1=O)N1CC(CC1)C(=O)N1CCC(CC1)C1=CC=C(C=C1)NC=1N=C(N=NC1C(=O)N)N1CCCCC1)=O)=O